4-{[9-(cyclohexylmethyl)-5-[(6-methoxy-1,2,3,4-tetrahydroisoquinolin-2-yl)sulfonyl]-3-methylidene-1,5,9-triazacyclododecan-1-yl]sulfonyl}-N,N-dimethylaniline C1(CCCCC1)CN1CCCN(CC(CN(CCC1)S(=O)(=O)C1=CC=C(N(C)C)C=C1)=C)S(=O)(=O)N1CC2=CC=C(C=C2CC1)OC